(fluoro(2-(((3S,6S,9aS)-3-(((1R,3R)-3-methoxycyclopentyl)carbamoyl)-5-oxooctahydro-1H-pyrrolo[1,2-a]azepin-6-yl)carbamoyl)benzo[b]thiophen-5-yl)methyl)phosphonic acid FC(C1=CC2=C(SC(=C2)C(N[C@H]2CCC[C@@H]3N(C2=O)[C@@H](CC3)C(N[C@H]3C[C@@H](CC3)OC)=O)=O)C=C1)P(O)(O)=O